IC=1C=C(C(=O)O)C=C(C1)C(F)(F)F 3-iodo-5-(trifluoromethyl)benzoic acid